BrC1=C(C=C(C(=N1)C(=O)O)NC(=O)OC(C)(C)C)C(F)(F)F 6-Bromo-3-(tert-butoxycarbonylamino)-5-(trifluoromethyl)pyridine-2-carboxylic acid